2-{4-[(4-methoxybenzyl)oxy]phenyl}ethanol tert-butyl-5-(4,4,5,5-tetramethyl-1,3,2-dioxaborolan-2-yl)-3,6-dihydropyridine-1(2H)-carboxylate C(C)(C)(C)C1N(CC(=CC1)B1OC(C(O1)(C)C)(C)C)C(=O)OCCC1=CC=C(C=C1)OCC1=CC=C(C=C1)OC